4-(5-(2,2,2-trifluoroethoxy)pyridin-2-yl)-N-(3-(trifluoromethyl)pyridin-2-yl)thiazol-2-amine FC(COC=1C=CC(=NC1)C=1N=C(SC1)NC1=NC=CC=C1C(F)(F)F)(F)F